(2E)-N-{5-Methyl-1-[(4-nitrophenyl)sulfonylimino]hexa-2,4-dien-3-yl}piperidin-1-ium chloride [Cl-].CC(=C\C(=C/C=NS(=O)(=O)C1=CC=C(C=C1)[N+](=O)[O-])\[NH+]1CCCCC1)C